3-(4-bromophenyl)-8-(2-hydroxy-2-methylpropyl)-1-(3-methoxybenzyl)-1,3,8-triazaspiro[4.5]decan-2-one BrC1=CC=C(C=C1)N1C(N(C2(C1)CCN(CC2)CC(C)(C)O)CC2=CC(=CC=C2)OC)=O